(7-amino-4-chloro-1-methyl-1H-indazol-3-yl)-N-(4-methoxybenzyl)methanesulfonamide NC=1C=CC(=C2C(=NN(C12)C)CS(=O)(=O)NCC1=CC=C(C=C1)OC)Cl